methyl N-[5-[6-(6-methoxy-3,4-dihydro-2H-quinoline-1-carbonyl)imidazo[1,2-a]pyridin-3-yl]-2-pyridyl]carbamate COC=1C=C2CCCN(C2=CC1)C(=O)C=1C=CC=2N(C1)C(=CN2)C=2C=CC(=NC2)NC(OC)=O